COC1=CC=CC=2C=CC3=C(C21)OC=2C=C(C=CC2C32OC(C3=CC=CC=C23)=O)NC(OCC[Se][Se]CCO)=O 2-((2-hydroxyethyl)diselaneyl)ethyl (1-methoxy-3'-oxo-3'H-spiro[benzo[c]xanthene-7,1'-isobenzofuran]-10-yl)carbamate